tert-butyl (S)-((5-(4-(3-ethylmorpholino)-6-((ethylsulfonyl)methyl)-pyrimidin-2-yl)-1-((2-(trimethylsilyl)ethoxy)methyl)-1H-pyrrolo[3,2-b]pyridin-2-yl)methyl)-(methyl)carbamate C(C)[C@H]1COCCN1C1=NC(=NC(=C1)CS(=O)(=O)CC)C1=CC=C2C(=N1)C=C(N2COCC[Si](C)(C)C)CN(C(OC(C)(C)C)=O)C